L-3-carbamoyl-phenylalanine C(N)(=O)C=1C=C(C[C@H](N)C(=O)O)C=CC1